methyl 4-amino-4'-fluoro-[1,1'-biphenyl]-3-carboxylate NC1=C(C=C(C=C1)C1=CC=C(C=C1)F)C(=O)OC